2-(1-(thien-2-yl)cyclopropyl)-3,5,6,7,8,9-hexahydro-4H-pyrimido[5,4-c]Azepin-4-one S1C(=CC=C1)C1(CC1)C=1NC(C=2CNCCCC2N1)=O